COC(=O)C1=CN=NC(=C1)N(C)C 6-(dimethylamino)pyridazine-4-carboxylic acid methyl ester